NC(CO)(CO)CCC1=CC=C(C=C1)CCCCCCCC 2-amino-2-(4-octylphenethyl)1,3-propanediol